1-[9-[(3aR,4R,6R,6aR)-6-(hydroxymethyl)-2,2-dimethyl-3a,4,6,6a-tetrahydrofuro[3,4-d][1,3]dioxol-4-yl]-2-chloro-purin-6-yl]spiro[azetidine-3,2'-indane] OC[C@H]1O[C@H]([C@H]2[C@@H]1OC(O2)(C)C)N2C1=NC(=NC(=C1N=C2)N2CC1(CC3=CC=CC=C3C1)C2)Cl